2,6-di-tert-butyl-4-methyl-pyridine di-n-propyl-ascorbate C(CC)C([C@@H]([C@@H]1C(=C(C(=O)O1)O)O)O)(O)CCC.C(C)(C)(C)C1=NC(=CC(=C1)C)C(C)(C)C